N-[2-(4-bromo-2-chloro-phenyl)-2,2-difluoro-ethyl]-6-chloro-5-(2-methoxyethyl)-3-[3-(trifluoromethyl)phenoxy]pyridazine-4-carboxamide BrC1=CC(=C(C=C1)C(CNC(=O)C1=C(N=NC(=C1CCOC)Cl)OC1=CC(=CC=C1)C(F)(F)F)(F)F)Cl